(4-((4-(Difluoromethoxy)phenyl)(4-methoxypyridin-3-yl)amino)piperidin-1-yl)(4-(methylsulfonyl)phenyl)methanone FC(OC1=CC=C(C=C1)N(C1CCN(CC1)C(=O)C1=CC=C(C=C1)S(=O)(=O)C)C=1C=NC=CC1OC)F